bis(2,6-di-t-butyl-4-methylphenyl)pentaerythritol bis-diphosphite OP(O)OP(O)O.OP(O)OP(O)O.C(C)(C)(C)C1=C(C(=CC(=C1)C)C(C)(C)C)C(O)(C(CO)(CO)CO)C1=C(C=C(C=C1C(C)(C)C)C)C(C)(C)C